8-Bromo-6-chloro-4-methylpyrido[3,2-d]pyrimidine BrC1=CC(=NC2=C1N=CN=C2C)Cl